5-bromo-3-chloro-N1-(1-(2,4-dichlorophenyl)ethyl-2,2,2-d3)benzene-1,2-diamine BrC1=CC(=C(C(=C1)NC(C([2H])([2H])[2H])C1=C(C=C(C=C1)Cl)Cl)N)Cl